1,4-di-tert-butyl 2-[1-(4-amino-2-chloropyridin-3-yl)-2,2,2-trifluoro-1-hydroxyethyl]-3-methylbutanedioate NC1=C(C(=NC=C1)Cl)C(C(F)(F)F)(O)C(C(=O)OC(C)(C)C)C(C(=O)OC(C)(C)C)C